2-(3-fluoro-2-((5-morpholinoindolin-1-yl)methyl)allyl)isoindoline-1,3-dione FC=C(CN1C(C2=CC=CC=C2C1=O)=O)CN1CCC2=CC(=CC=C12)N1CCOCC1